ClC1=CC(=C(C(=C1)F)C=1NC2=C(C=C(C=C2C1)NC(C=C)=O)C=1N=CN(C1)C)F N-(2-(4-chloro-2,6-difluorophenyl)-7-(1-methyl-1H-imidazol-4-yl)-1H-indol-5-yl)acrylamide